1-benzyl 2-methyl (2S,5R)-5-propylpyrrolidine-1,2-dicarboxylate C(CC)[C@@H]1CC[C@H](N1C(=O)OCC1=CC=CC=C1)C(=O)OC